N-(6-((5-bromo-2-((5-chloro-2-methoxy-4-(4-(4-methylpiperazin-1-yl)piperidine-1-yl)phenyl)amino)pyrimidin-4-yl)amino)benzo[d]thiazol-5-yl)-N-methylmethanesulfonamide BrC=1C(=NC(=NC1)NC1=C(C=C(C(=C1)Cl)N1CCC(CC1)N1CCN(CC1)C)OC)NC1=CC2=C(N=CS2)C=C1N(S(=O)(=O)C)C